1-(1-(4-(tert-butyl)benzyl)piperidin-4-yl)-2-ethyl-5-fluoro-1H-benzo[d]imidazole hydrochloride Cl.C(C)(C)(C)C1=CC=C(CN2CCC(CC2)N2C(=NC3=C2C=CC(=C3)F)CC)C=C1